methyl 5-bromo-4-chloro-4'-[(dimethylamino) methyl]-7-methylspiro[1,3-benzodioxole-2,1'-cyclohexane]-6-carboxylate BrC1=C(C2=C(OC3(CCC(CC3)CN(C)C)O2)C(=C1C(=O)OC)C)Cl